C(C)OC=1C=C(C=O)C=CC1OCCC=C(CC)C 3-ethoxy-4-((4-methylhex-3-en-1-yl)oxy)benzaldehyde